(R)-6-((4-hydroxy-1-(3-phenylbutyryl)piperidin-4-yl)methyl)-2-methyl-3-(3-oxo-2,3-dihydro-1H-inden-5-yl)-2H-pyrazolo[4,3-d]pyrimidin-7(6H)-one OC1(CCN(CC1)C(C[C@@H](C)C1=CC=CC=C1)=O)CN1C=NC=2C(C1=O)=NN(C2C=2C=C1C(CCC1=CC2)=O)C